racemic-3-[(1S,2S)-2-(4,4,5,5-tetramethyl-1,3,2-dioxaborolan-2-yl)cyclopropyl]pyridine CC1(OB(OC1(C)C)[C@@H]1[C@H](C1)C=1C=NC=CC1)C |r|